(1S,2S)-1-(2-methoxy-5-methylphenyl)-2-(6-methylpyrazin-2-yl)-N-(2-methylquinoline-5-sulfonyl)cyclopropane-1-carboxamide COC1=C(C=C(C=C1)C)[C@]1([C@H](C1)C1=NC(=CN=C1)C)C(=O)NS(=O)(=O)C=1C=2C=CC(=NC2C=CC1)C